[Cl-].FC1=C(C(=CC=C1)F)PC1=C(C=CC=C1F)F bis(2,6-difluorophenyl)phosphine chloride